CN1C2=C(C=3C=C(C=CC13)C)CC1=CC=CC=C12 5,8-dimethyl-5,10-dihydroindeno[1,2-b]Indole